CN(CCC[Si](OC)(OC)OC)C (3-Dimethylaminopropyl)trimethoxysilan